[6-[4-(hydroxymethyl)phenyl]-2-methoxy-3-pyridinyl]-5-methyl-3-phenyl-isoxazole-4-carboxamide OCC1=CC=C(C=C1)C1=CC=C(C(=N1)OC)NC(=O)C=1C(=NOC1C)C1=CC=CC=C1